N-{4-[(1H-1,2,4-triazol-1-yl)methyl]phenyl}-5,6,7,8-tetrahydro-2,6-naphthyridin-3-amine N1(N=CN=C1)CC1=CC=C(C=C1)NC=1N=CC=2CCNCC2C1